(Z)-1-(2-(4-(bromomethylene)-3-methyl-2,5-dioxoimidazolidine-1-yl)ethyl)azetidine-3-carboxylate Br\C=C\1/N(C(N(C1=O)CCN1CC(C1)C(=O)[O-])=O)C